BrC1=CC=C(C=C1)[C@@H]1CC[C@H](CC1)CCCCC 1-bromo-4-(trans-4-pentylcyclohexyl)-benzene